(3-(imidazo[1,2-a]pyridin-2-yl)phenyl)methanone N=1C(=CN2C1C=CC=C2)C=2C=C(C=CC2)C=O